IC1=NN(C2=CC(=CC=C12)C=O)C1OCCCC1 3-iodo-1-(tetrahydro-2H-pyran-2-yl)-1H-indazole-6-carbaldehyde